COC1=CC=C(C=C1)/C=C/C(=O)C1=CC=C(C=C1)S(=O)(=O)NCCC(=O)O 3-[[4-[(E)-3-(4-Methoxyphenyl)prop-2-enoyl]phenyl]sulfonylamino]propanoic acid